1-(4-(2-(4-methoxyphenyl)propan-2-yl)thiazol-2-yl)-3-(3-(piperazin-1-ylsulfonyl)propyl)urea COC1=CC=C(C=C1)C(C)(C)C=1N=C(SC1)NC(=O)NCCCS(=O)(=O)N1CCNCC1